C(C1CO1)OCCC[SiH2]C(O[Si](C)(C)C)O[Si](C)(C)C (3-glycidoxypropyl)bis(trimethylsiloxy)methylsilane